OC1=C(C2=CC=C3C=CC=C4C=CC(=C1)C2=C43)C=O 2-hydroxypyreneformaldehyde